NC=1C=C(C(=O)O)C=CC1[C@@H]1CC2(CC(C2)(F)F)CCN1CC1=C2C=CNC2=C(C=C1OC)C (S)-3-amino-4-(2,2-difluoro-7-((5-methoxy-7-methyl-1H-indol-4-yl)methyl)-7-azaspiro[3.5]nonan-6-yl)benzoic acid